COC1=CC=C(C=N1)OC1CC2C(CNC2)C1 5-((6-methoxypyridin-3-yl)oxy)octahydrocyclopenta[c]pyrrole